C(C1=CC=CC=C1)(=O)OOC(C1=CC=CC=C1)=O Di-Benzoylperoxid